ClC1=C(C=CC=C1)C=1C(=NN2C1C=CC=C2)C(=O)N2CC(C1(CN(C1)C(C=C)=O)CC2)(F)F 1-(7-(3-(2-chlorophenyl)pyrazolo[1,5-a]pyridine-2-carbonyl)-5,5-difluoro-2,7-diazaspiro[3.5]nonan-2-yl)prop-2-en-1-one